3-methyl-2,4-dioxo-1,2,3,4-tetrahydropyrido[3,2-d]pyrimidin CN1C(NC2=C(C1=O)N=CC=C2)=O